BrCCC\C=C/CCCCCC(OCCCCCCCC)OCCCCCCCC (7Z)-11-bromo-1,1-dioctyloxy-7-undecene